N-(3-hexylnaphthyl)-2-(phenyl)-indole C(CCCCC)C=1C=C(C2=CC=CC=C2C1)N1C(=CC2=CC=CC=C12)C1=CC=CC=C1